C(C)OC(\C(=C(\C1=CC(=C(C(=C1)[N+](=O)[O-])O)OC)/O)\C#N)=O (Z)-2-cyano-3-hydroxy-3-(4-hydroxy-3-methoxy-5-nitrophenyl)acrylic acid ethyl ester